4-((1S,3R)-3-(but-2-ynamido)cyclohexyl)-3,5,6-trifluoro-2-methyl-1H-indole-7-carboxamide C(C#CC)(=O)N[C@H]1C[C@H](CCC1)C1=C2C(=C(NC2=C(C(=C1F)F)C(=O)N)C)F